[N+](=O)([O-])C1=CC=CC=2NN=NC21 4-nitro-1H-1,2,3-benzotriazole